CN(CC(=O)O)C 2-(dimethylamino)acetic acid